N[C@@H]1C2=CC=CC=C2CC12CCN(CC2)C=2NC(C1=C(N2)NN=C1C1(CC1)C1=C(C=CC=C1)OC)=O (S)-6-(1-amino-1,3-dihydrospiro[indene-2,4'-piperidine]-1'-yl)-3-(1-(2-methoxyphenyl)cyclopropyl)-1,5-dihydro-4H-pyrazolo[3,4-d]pyrimidin-4-one